[Co]=S cobalt-sulfide